(E)-3-((4-bromo-2,6-dichlorophenyl)amino)-1-(2,4,5-trichloropyridin-3-yl)but-2-en-1-one BrC1=CC(=C(C(=C1)Cl)N/C(=C/C(=O)C=1C(=NC=C(C1Cl)Cl)Cl)/C)Cl